ClC1=C(C=CC(=C1)OCCN1CCNCC1)C=1N(C2=NC=NC(=C2N1)OC1(CC1)C)CC=1SC=NN1 2-((8-(2-chloro-4-(2-(piperazin-1-yl)ethoxy)phenyl)-6-(1-methylcyclopropoxy)-9H-purin-9-yl)methyl)-1,3,4-thiadiazole